methyl 2-(((3-(ethylsulfonyl)-5-(4-fluorophenyl)pyridin-2-yl)((5-(trifluoromethyl)pyridin-2-yl)amino)methylene)amino)acetate C(C)S(=O)(=O)C=1C(=NC=C(C1)C1=CC=C(C=C1)F)C(NC1=NC=C(C=C1)C(F)(F)F)=NCC(=O)OC